O=C1C(=NN(C=C1C1=CC=C(C=C1)C)CC1CCOCC1)C(=O)O 4-oxo-1-((tetrahydro-2H-pyran-4-yl)methyl)-5-(p-tolyl)-1,4-dihydropyridazine-3-carboxylic acid